ClC=1C(=C2C=NN(C2=CC1)C)CC(=O)O (5-chloro-1-methyl-indazol-4-yl)acetic acid